C1=CC(=CC=C1CC2=CC=C(C=C2)O)O The molecule is a bisphenol that is methane in which two of the hydrogens have been replaced by 4-hydroxyphenyl groups. It has a role as an environmental food contaminant and a xenoestrogen. It is a diarylmethane and a bisphenol.